1-(4-Benzimidazol-1-yl-phenyl)-3-(5-tert-butyl-2H-pyrazol-3-yl)-urea N1(C=NC2=C1C=CC=C2)C2=CC=C(C=C2)NC(=O)NC=2NN=C(C2)C(C)(C)C